(R)-2-(2-hydroxypropan-2-yl)-N'-((1-methyl-1,2,3,5,6,7-hexahydro-s-indacen-4-yl)carbamoyl)thiazole-5-sulfonimidamide OC(C)(C)C=1SC(=CN1)[S@@](=O)(N)=NC(NC1=C2CCC(C2=CC=2CCCC12)C)=O